NC=1C2=C(N=CN1)N(C(=C2C2=CC1=C(SC(=C1)C(=O)N(C)C)C=C2)C2=CC=C(C=C2)NC(C(=C)C)=O)C 5-(4-amino-6-(4-methacrylamido-phenyl)-7-methyl-7H-pyrrolo[2,3-d]pyrimidin-5-yl)-N,N-dimethylbenzo[b]thiophene-2-carboxamide